C(C)(C)(C)OC(NCC(=CF)CN1CCC2=CC(=CC=C12)C(N(CC)CC)=O)=O (2-((5-(diethylcarbamoyl)indolin-1-yl)methyl)-3-fluoroallyl)carbamic acid tert-butyl ester